[5-(2-chloro-3-methoxy-phenyl)-3-((S)-2-methoxy-1-methyl-ethyl)-2,4-dioxo-3,4-dihydro-2H-pyrimidin-1-yl]-acetic acid ClC1=C(C=CC=C1OC)C=1C(N(C(N(C1)CC(=O)O)=O)[C@H](COC)C)=O